N1N=NN=C1CC=1OC(=NN1)C=1C=C2C(=C(NC2=CC1)C1=CC(=NC=C1)C)C(C)C 2-((1H-tetrazol-5-yl)methyl)-5-(3-isopropyl-2-(2-methylpyridin-4-yl)-1H-indol-5-yl)-1,3,4-oxadiazole